bis(N,N-dimethylaminoethyl) ether CN(C)CCOCCN(C)C